BrC1=CN=C2C(N(C(=NN21)C=2C=C1CCN(C1=CC2)C(=O)OC(C)(C)C)C(C)C)=O tert-Butyl 5-(7-bromo-3-isopropyl-4-oxo-3,4-dihydroimidazo[2,1-f][1,2,4]triazin-2-yl)indoline-1-carboxylate